1,1-dichloroethylene ClC(=C)Cl